terphenyl-3,3'',5,5''-tetracarboxylate C1(=CC(=CC(=C1)C(=O)[O-])C(=O)[O-])C=1C(=CC=CC1)C1=CC(=CC(=C1)C(=O)[O-])C(=O)[O-]